11-(5-chloro-2,4-difluorophenyl)-3-methoxy-10-(trifluoromethyl)-3,4-dihydro-2H,6H-[1,4]thiazepino[2,3,4-ij]quinazolin-6-one ClC=1C(=CC(=C(C1)C1=C(C=C2C=NC(N3C2=C1SCC(C3)OC)=O)C(F)(F)F)F)F